1-{2-acetyl-5-oxa-2,6-diazaspiro[3.4]oct-6-ene-7-carbonyl}-4-fluoro-N-{phenyl[4-(propan-2-yl)phenyl]methyl}pyrrolidine-2-carboxamide C(C)(=O)N1CC2(C1)ON=C(C2)C(=O)N2C(CC(C2)F)C(=O)NC(C2=CC=C(C=C2)C(C)C)C2=CC=CC=C2